O=C1N(CC2=C(C=CC=C12)SCCCCCCCN1CC2=NC=C(C=C2C1)C(F)(F)F)C1C(NC(CC1)=O)=O 3-(1-oxo-4-((7-(3-(trifluoromethyl)-5,7-dihydro-6H-pyrrolo[3,4-b]pyridin-6-yl)heptyl)thio)isoindolin-2-yl)piperidine-2,6-dione